2-amino-3-iodo-5-methylbenzoic acid NC1=C(C(=O)O)C=C(C=C1I)C